ClC1=NC(=NC(=N1)SC)SC 2-chloro-4,6-dimethylthio-1,3,5-triazine